The molecule is a leukotriene anion that is the conjugate base of 20,20,20-trihydroxyleukotriene B4, obtained by deprotonation of the carboxy group; major species at pH 7.3. It is a conjugate base of a 20,20,20-trihydroxyleukotriene B4. C(CCC(O)(O)O)C/C=C\\C[C@H](/C=C/C=C/C=C\\[C@H](CCCC(=O)[O-])O)O